2,2-diaminophenoxyphenyl-hexafluoropropane NC1(C(OC(C(F)(F)F)(C(F)(F)F)C2=CC=CC=C2)C=CC=C1)N